(1R*,3R*,4R*)-3-((tert-butoxycarbonyl)amino)-1-(3-(5-fluoropyrimidin-2-yl)benzyl)-4-hydroxycyclopentane-1-carboxylate C(C)(C)(C)OC(=O)N[C@@H]1C[C@](C[C@H]1O)(C(=O)[O-])CC1=CC(=CC=C1)C1=NC=C(C=N1)F |o1:8,10,12|